25-hydroxycholesterol-d6 [2H]C([2H])([2H])C(CCC[C@@H](C)[C@H]1CC[C@@H]2[C@@]1(CC[C@H]3[C@H]2CC=C4[C@@]3(CC[C@@H](C4)O)C)C)(C([2H])([2H])[2H])O